C(#N)C1(CCCCC1)NC(=O)C=1C=2C[C@@H]3[C@H](C2N(N1)C1=NC=CN=C1)C3 (1aR,5aR)-2-Pyrazin-2-yl-1a,2,5,5a-tetrahydro-1H-2,3-diaza-cyclopropa[a]pentalene-4-carboxylic acid (1-cyano-cyclohexyl)-amide